β-Guanidinopropanoic acid N(C(=N)N)CCC(=O)O